5-chloro-N-(2-fluoro-3-(8-methyl-2-(methylamino)-7-oxo-7,8-dihydropteridin-6-yl)phenyl)-2-methoxypyridine-3-sulfonamide ClC=1C=C(C(=NC1)OC)S(=O)(=O)NC1=C(C(=CC=C1)C1=NC=2C=NC(=NC2N(C1=O)C)NC)F